C=1(C=CC(=C2C(=CC=3C(=CC=4C=NNC4C3)C12)O)O)O naphtho[1,2-f]indazole-1,4,5-triol